4-[3-(5-Fluoro-2-pyridyl)-1-methyl-pyrazol-4-yl]-5-methyl-1H-pyrrolo[2,3-b]pyridine FC=1C=CC(=NC1)C1=NN(C=C1C1=C2C(=NC=C1C)NC=C2)C